(5R)-5-[[2,5-dichloro-3-[(7S)-3-(3,5-difluorophenyl)-2,7-dimethyl-5,7-dihydro-4H-pyrazolo[3,4-c]pyridine-6-carbonyl]phenoxy]methyl]oxazolidin-2-one ClC1=C(OC[C@H]2CNC(O2)=O)C=C(C=C1C(=O)N1[C@H](C=2C(CC1)=C(N(N2)C)C2=CC(=CC(=C2)F)F)C)Cl